2-(1-(4-chloro-2-cyanophenyl)-1-phenylpropan-2-yl)-N-(isoxazol-4-yl)-5-methoxy-1-methyl-6-oxo-1,6-dihydropyrimidine-4-carboxamide ClC1=CC(=C(C=C1)C(C(C)C=1N(C(C(=C(N1)C(=O)NC=1C=NOC1)OC)=O)C)C1=CC=CC=C1)C#N